(epsilone)-lysine N[C@@H](CCCCN)C(=O)O